2-(5-{[(1R,3s,5S)-8-Azabicyclo[3.2.1]octan-3-yl](methyl)amino}[1,3]thiazolo[5,4-d][1,3]thiazol-2-yl)-5-(1H-pyrazol-4-yl)pyridin-3-ol Dihydrochlorid Cl.Cl.[C@H]12CC(C[C@H](CC1)N2)N(C=2SC1=C(N2)SC(=N1)C1=NC=C(C=C1O)C=1C=NNC1)C